FC(C=1C(=NC=CN1)C(=O)Cl)(F)F 3-(trifluoromethyl)pyrazine-2-carbonyl chloride